CN1COC=C2C(=N1)C1=CC=C(C=C1C2)Cl methyl-8-chloro-2,6-dihydro-3H-indeno[1,2-e][1,3,4]oxadiazepine